1-(7-amino-2,3-dihydrobenzo[b][1,4]dioxin-6-yl)ethan-1-one NC=1C(=CC2=C(OCCO2)C1)C(C)=O